ClC1=CC=C(CNC(NC2CC3(CC(C3)NC(C3=CN=CC=C3)=O)C2)=O)C=C1 N-(6-(3-(4-chlorobenzyl)ureido)spiro[3.3]hept-2-yl)nicotinamide